ClC1=CC=2N(C=C1)N=CC2C2=CN=C(S2)C(=O)NC(CC)C2=NC=CC(=C2)S(=O)(=O)C2CC2 5-{5-Chloropyrazolo[1,5-a]pyridin-3-yl}-N-[1-(4-cyclopropanesulfonylpyridin-2-yl)propyl]-1,3-thiazole-2-carboxamide